1-(4-(4-chloro-3,5-difluoro-1H-indole-2-carbonyl)piperazin-1-yl)-2-(oxetan-3-yloxy)ethan-1-one ClC1=C2C(=C(NC2=CC=C1F)C(=O)N1CCN(CC1)C(COC1COC1)=O)F